2-(methylsulfonyl)-1,2,3,4-tetrahydroisoquinolin-7-amine CS(=O)(=O)N1CC2=CC(=CC=C2CC1)N